(tert-butyl 6-(3-fluoro-2-methylphenyl)-3-((1S,2S)-2-fluorocyclopropane-1-carbonyl) imidazo[1,2-a]pyridin-2-yl) carbamate C(N)(OC=1N=C2N(C(=C(C=C2)C2=C(C(=CC=C2)F)C)C(C)(C)C)C1C(=O)[C@H]1[C@H](C1)F)=O